ClC1=C(C(=C(C=C1OC)OC)Cl)C1=NC(=C2C=C(N=CC2=C1)NC1=C(C=CC=C1C)NC(C=C)=O)NC1CC(CC1)(F)F N-(2-((7-(2,6-dichloro-3,5-dimethoxyphenyl)-5-((3,3-difluorocyclopentyl)amino)-2,6-naphthyridin-3-yl)amino)-3-methylphenyl)acryl-amide